2-(aminomethyl)-N-tert-butyl-6-[3-(2-chloro-4-fluoro-benzoyl)-3,8-diazabicyclo[3.2.1]octan-8-yl]pyridine-4-sulfonamide NCC1=NC(=CC(=C1)S(=O)(=O)NC(C)(C)C)N1C2CN(CC1CC2)C(C2=C(C=C(C=C2)F)Cl)=O